2-(((S)-1-(((S)-1,1-bis(4-methoxyphenyl)propan-2-yl)amino)-3-methyl-1-oxobutan-2-yl)carbamoyl)-4-methoxypyridin-3-yl isobutyrate C(C(C)C)(=O)OC=1C(=NC=CC1OC)C(N[C@H](C(=O)N[C@H](C(C1=CC=C(C=C1)OC)C1=CC=C(C=C1)OC)C)C(C)C)=O